N-[4-(3-cyanophenyl)-5-(4-methylquinazolin-6-yl)thiazol-2-yl]-6-oxa-2,9-diazaspiro[4.5]decane-2-carboxamide C(#N)C=1C=C(C=CC1)C=1N=C(SC1C=1C=C2C(=NC=NC2=CC1)C)NC(=O)N1CC2(CC1)OCCNC2